tert-butyl (3S,5S,6R)-3-[(5-fluoro-1-hydroxy-3H-2,1-benzoxaborol-6-yl)methyl]-2-oxo-5,6-diphenylmorpholine-4-carboxylate FC=1C(=CC2=C(COB2O)C1)C[C@@H]1N([C@H]([C@H](OC1=O)C1=CC=CC=C1)C1=CC=CC=C1)C(=O)OC(C)(C)C